(S)-N-(5-(2-amino-[1,2,4]triazolo[1,5-a]pyridin-6-yl)-2-methoxypyridin-3-yl)-3-(3-fluorophenyl)isooxazolidine-2-carboxamide NC1=NN2C(C=CC(=C2)C=2C=C(C(=NC2)OC)NC(=O)N2OCC[C@H]2C2=CC(=CC=C2)F)=N1